(2-(4-acetamidophenyl) quinolin-4-yl) methylbutyrate CC(C(=O)OC1=CC(=NC2=CC=CC=C12)C1=CC=C(C=C1)NC(C)=O)CC